C(C1=CC=CC=C1)OC1=NC(=CC=C1NC1=CC=C(C=C1)N1CCC(CC1)CN1CCN(CC1)C(=O)OC(C)(C)C)OCC1=CC=CC=C1 tert-butyl 4-((1-(4-((2,6-bis(benzyloxy)pyridin-3-yl)amino)phenyl)piperidin-4-yl)methyl)piperazine-1-carboxylate